tert-butyl-2H-benzotriazole C(C)(C)(C)N1N=C2C(=N1)C=CC=C2